C(C1=CC=CC=C1)NC(OC1=CC(=C(C=C1)OC)C=1C=NC=C(C1)C1=NN=CN1COCC[Si](C)(C)C)=O 4-methoxy-3-(5-(4-((2-(trimethylsilyl)ethoxy)methyl)-4H-1,2,4-triazol-3-yl)pyridin-3-yl)phenyl benzylcarbamate